C(CC)[Si](OC)(OC)CC propyl-ethyl-dimethoxysilane